ClC1=C(C=CC=C1NC1=CC=C(C=C1)F)[C@@]1(CC(N(C(N1)=N)C1CC(C1)(C(F)(F)F)O)=O)C (6S)-6-[2-Chloro-3-(4-fluoro-anilino)phenyl]-3-[3-hydroxy-3-(trifluoromethyl)cyclobutyl]-2-imino-6-methyl-hexahydro-pyrimidin-4-one